2-Amino-N-{1-[8-chloro-5-(5-meth-oxypyridin-3-yl)imidazo[1,5-a]pyridin-6-yl]ethyl}pyrazolo[1,5-a]pyrimidine-3-carboxamide trifluoroacetate salt FC(C(=O)O)(F)F.NC1=NN2C(N=CC=C2)=C1C(=O)NC(C)C=1C=C(C=2N(C1C=1C=NC=C(C1)OC)C=NC2)Cl